2,4-bis(4-hydroxyphenyl)cyclobutane OC1=CC=C(C=C1)C1CC(C1)C1=CC=C(C=C1)O